NC1=C2C(=NC=N1)N(N=C2C2=CC=C(C=C2)OC2=CC=CC=C2)C2CCN(CC2)CC=2C(=NC=CC2F)C2C(NC(CC2)=O)=O 3-(3-((4-(4-amino-3-(4-phenoxyphenyl)-1H-pyrazolo[3,4-d]pyrimidin-1-yl)piperidin-1-yl)methyl)-4-fluoropyridin-2-yl)piperidine-2,6-dione